4,4,4-Trifluoro-1-(thiophen-2-yl)butan-1,3-dion FC(C(CC(=O)C=1SC=CC1)=O)(F)F